5-(chloromethyl)-N,N,1-trimethyl-1H-pyrazole-3-carboxamide ClCC1=CC(=NN1C)C(=O)N(C)C